3-cyclopropoxycyclobutyl Methanesulfonate CS(=O)(=O)OC1CC(C1)OC1CC1